3-(4-(3,4-difluoro-2-(trifluoromethyl)phenyl)piperidine-1-carbonyl)-4,5-dihydro-1H-pyrazolo[3,4-c]Pyridine-6(7H)-carboxylic acid tert-butyl ester C(C)(C)(C)OC(=O)N1CC2=C(CC1)C(=NN2)C(=O)N2CCC(CC2)C2=C(C(=C(C=C2)F)F)C(F)(F)F